7-(2,3-dimethylphenyl)-2-[[(2S)-1-methylpyrrolidin-2-yl]methoxyl-6,8-dihydro-5H-pyrido[3,4-d]pyrimidin-4-yl]piperazine-1-carboxylate CC1=C(C=CC=C1C)N1CC=2N=C(N=C(C2CC1)C1N(CCNC1)C(=O)[O-])OC[C@H]1N(CCC1)C